ClC1=CC=C(C=C1)N(C(=O)OCC1CCC(CC1)COCC(=O)[O-])C1=CC=CC=C1 ((1r,4r)-4-(((4-Chlorophenyl)(phenyl)carbamoyloxy)methyl)cyclohexyl methoxy)acetate